1-(2-(2-azidoethoxy)ethyl)-5-nitro-1H-pyrazole N(=[N+]=[N-])CCOCCN1N=CC=C1[N+](=O)[O-]